COCOC=1C=C2C=CC=C(C2=C(C1)B1OC(C(O1)(C)C)(C)C)CCCC(=O)OC(C)(C)C tert-butyl 4-(6-(methoxymethoxy)-8-(4,4,5,5-tetramethyl-1,3,2-dioxaborolan-2-yl)naphthalen-1-yl)butanoate